ClC=1C=C(C=CC1F)NC(NCC(C)C)=O 3-(3-chloro-4-fluorophenyl)-1-isobutyl-urea